C(#N)C=1C=C2C(=NC1)N=C(N2)C(C)C=2N=C1CCCN(C1=CC2)C(=O)OC2CC2 cyclopropyl 6-(1-(6-cyano-1H-imidazo[4,5-b]pyridin-2-yl)ethyl)-3,4-dihydro-1,5-naphthyridine-1(2H)-carboxylate